methyl 2,2,6,6-tetramethyl-4-methylenecyclohexane-1-carboxylate CC1(C(C(CC(C1)=C)(C)C)C(=O)OC)C